C(=O)(O)[C@H](CC(=O)C1=CC2=C(S1)C=C(C(=C2F)OCCOC2=CC1=C(SC(=C1)C(C[C@H](C(=O)O)C)=O)C=C2OC)OC)C (R)-4-(5-(2-((2-((S)-3-carboxybutanoyl)-4-fluoro-6-methoxybenzo[b]thiophen-5-yl)oxy)ethoxy)-6-methoxybenzo[b]thiophen-2-yl)-2-methyl-4-oxobutanoic acid